C(#N)C1=C(C=C(C=C1)NC(C)=O)C N-(4-cyano-3-methylphenyl)acetamide